ClC=1C(=C(C(=CC1)OC)C1=C(C(=O)NC=2SC(=NN2)C(C)(F)F)C=CN=C1)F (3-chloro-2-fluoro-6-methoxyphenyl)-N-(5-(1,1-difluoroethyl)-1,3,4-thiadiazol-2-yl)isonicotinamide